NC[C@H]1C[C@H](CCC1)O (1S,3R)-3-(aminomethyl)cyclohexan-1-ol